NC1=NC=CC(=C1Cl)SC=1N=CC(=NC1)N1CCC2([C@@H](C=3N(N=CC3C)C2)N)CC1 (S)-1-(5-((2-amino-3-chloropyridin-4-yl)thio)pyrazin-2-yl)-3'-methyl-4'H,6'H-spiro[piperidine-4,5'-pyrrolo[1,2-b]pyrazol]-4'-amine